tert-butyl (3aR,8aS)-4-fluoro-8,8a-dihydroindeno[1,2-d][1,2,3]oxathiazole-3(3aH)-carboxylate 2-oxide FC1=CC=CC=2C[C@H]3[C@H](N(S(O3)=O)C(=O)OC(C)(C)C)C12